CN1CN(CN(CC(CCC1)C)C)C 1,3,5,7-tetramethyl-1,3,5-triazacyclodecane